Nδ-acetylornithine C(C)(=O)NCCC[C@H](N)C(=O)O